Cl.NC1(CCC=2C=3C1=C1C(=NC3C=C(C2C)F)C2=CC3=C(C(N2C1)=O)COC([C@]3(O)CC)=O)CCO (9S)-1-Amino-9-ethyl-5-fluoro-9-hydroxy-1-(2-hydroxyethyl)-4-methyl-1,2,3,9,12,15-hexahydro-10H,13H-benzo[de]pyrano[3',4':6,7]indolizino[1,2-b]quinoline-10,13-dione hydrochloride